tert-butyl(2-(2-(2-((2-(methylthio)-6-(trifluoromethyl)pyrimidin-4-yl)oxy)ethoxy)ethoxy)ethyl)carbamate C(C)(C)(C)OC(NCCOCCOCCOC1=NC(=NC(=C1)C(F)(F)F)SC)=O